COC(=O)C=1N2C(C3=CC(=CC=C3C1O)SC1=CC=CC=C1)=NC=N2.OC2=CC=C(C=C2)C2(CCCCC2)C2=CC=C(C=C2)O 1,1-bis-(4'-hydroxyphenyl)cyclohexane Methyl-6-hydroxy-9-(phenylthio)-[1,2,4]triazolo[5,1-a]isoquinoline-5-carboxylate